[Pd](Cl)Cl.CCC propane palladium chloride